N-(2-(3,6-diazabicyclo[3.1.1]hept-6-yl)-5-cyclopropylpyrimidin-4-yl)-1H-indazol-5-amine C12CNCC(N1C1=NC=C(C(=N1)NC=1C=C3C=NNC3=CC1)C1CC1)C2